1-(1-((Benzyloxy)methyl)-2-oxabicyclo[2.2.2]octan-4-yl)ethan-1-one C(C1=CC=CC=C1)OCC12OCC(CC1)(CC2)C(C)=O